2-[2-(4-chloro-3-fluoro-phenyl)-6-methoxy-benzoimidazol-1-yl]-2,N-dicyclohexyl-acetamide ClC1=C(C=C(C=C1)C1=NC2=C(N1C(C(=O)NC1CCCCC1)C1CCCCC1)C=C(C=C2)OC)F